4-benzyl-3,4-dihydro-2H-benzo[b][1,4]oxazin-7-amine C(C1=CC=CC=C1)N1C2=C(OCC1)C=C(C=C2)N